(S)-8-methyl-3-((S)-1-phenylethyl)-2,3,3a,4,5,6-hexahydro-1H-pyrazino[3,2,1-jk]carbazole CC=1C=CC=2N3C=4[C@H](CCCC4C2C1)N(CC3)[C@@H](C)C3=CC=CC=C3